6-((3-(6-chloropyridin-3-yl)-5-cyclopropylisoOxazol-4-yl)methoxy)-N-(2-oxaspiro[3.3]Hept-6-yl)pyridazine-3-carboxamide 14-methylpentadecylacrylate CC(CCCCCCCCCCCCCOC(C=C)=O)C.ClC1=CC=C(C=N1)C1=NOC(=C1COC1=CC=C(N=N1)C(=O)NC1CC2(COC2)C1)C1CC1